2-amino-5-bromo-4-fluoro-3-iodobenzoic acid NC1=C(C(=O)O)C=C(C(=C1I)F)Br